2-(2,5-dimethoxy-4-methylsulfanylphenyl)ethanamine COC1=C(C=C(C(=C1)SC)OC)CCN